3-((3,3-difluorocyclobutyl)ammonio)pyrrolidin-1-ium dichloride [Cl-].[Cl-].FC1(CC(C1)[NH2+]C1C[NH2+]CC1)F